FC(C=1C=C(C=C(C1)C(F)(F)F)C(CCC(=O)C1=CC(=CC(=C1)C(F)(F)F)C(F)(F)F)=O)(F)F 1,4-bis(3,5-bis(trifluoro-methyl)phenyl)butane-1,4-dione